NCCCCCCNC(=O)C=1C=C(C=CC1)C1=C2C=C3CCC[N+]=4CCCC(=C2OC=2C=5CCCN6CCCC(=CC12)C56)C43 16-{3-[(6-aminohexyl)carbamoyl]phenyl}-3-oxa-9λ5,23-diazaheptacyclo[17.7.1.15,9.02,17.04,15.023,27.013,28]octacosa-1(27),2(17),4,9(28),13,15,18-heptaen-9-ylium